CN1N=C(C=C1)C1=C(C=CC=C1)NC1=CC(=NC=N1)N N6-(2-(1-methyl-1H-pyrazol-3-yl)phenyl)pyrimidine-4,6-diamine